N,N'-bis(5-hydroxysalicylidene)ethylenediamine OC1=CC=C(C(C=NCCN=CC=2C(O)=CC=C(C2)O)=C1)O